tert-butyl 7-(7-{[4-(4-hydroxy-1-methylpiperidin-4-yl) phenyl] amino}-1,2,3,4-tetrahydro-2,6-naphthyridin-2-yl)-8-methyl-1H,2H,3H-pyrido[2,3-b][1,4]oxazine-1-carboxylate OC1(CCN(CC1)C)C1=CC=C(C=C1)NC1=NC=C2CCN(CC2=C1)C1=C(C2=C(OCCN2C(=O)OC(C)(C)C)N=C1)C